FC(CP(OC1CCCCC1)(=O)C1=CC=CC=C1)(F)F cyclohexyl (2,2,2-trifluoroethyl)phenylphosphinate